2,6-bis-[1-(2-chloro-4,6-dimethylphenylimino)ethyl]pyridine iron dichloride [Fe](Cl)Cl.ClC1=C(C(=CC(=C1)C)C)N=C(C)C1=NC(=CC=C1)C(C)=NC1=C(C=C(C=C1C)C)Cl